ClC=1N=C(C2=C(N1)CCC2)C2=CC=C(C=C2)OC(F)(F)F 2-chloro-4-[4-(trifluoromethoxy)phenyl]-6,7-dihydro-5H-cyclopenta[d]pyrimidine